C(C)(C)(C)OC(=O)N1CC2COC3=C(CN2CC1)C=NC=C3 6a,7,9,10-tetrahydro-12H-pyrazino[2,1-c]Pyrido[3,4-f][1,4]Oxazepine-8(6H)-carboxylic acid tert-butyl ester